(4-(quinolin-4-ylamino)butyl)furan-2-carbaldehyde Oxime N1=CC=C(C2=CC=CC=C12)NCCCCC1=C(OC=C1)C=NO